tert-butyl (2R,3S,4S)-3-({[2-(2-aminoimidazole-1-yl)ethyl]carbamoyl}oxy)-4-[(tert-butoxycarbonyl)oxy]-2-[(4-methoxyphenyl)methyl]pyrrolidine-1-carboxylate NC=1N(C=CN1)CCNC(=O)O[C@H]1[C@H](N(C[C@@H]1OC(=O)OC(C)(C)C)C(=O)OC(C)(C)C)CC1=CC=C(C=C1)OC